FC=1C=C2C(=C(/C(/C2=CC1)=C/C1=CC=C(C=C1)S(=O)(=O)C1=CC=C(C=C1)OC)C)CC(=O)O (Z)-2-(5-Fluoro-1-(4-((4-methoxyphenyl)sulfonyl)benzylidene)-2-methyl-1H-inden-3-yl)acetic acid